2-(2-(ethylthio)-5,7-dimethylpyrazolo[1,5-a]pyrimidin-3-yl)-5-((trifluoromethyl)thio)benzo[d]oxazole C(C)SC1=NN2C(N=C(C=C2C)C)=C1C=1OC2=C(N1)C=C(C=C2)SC(F)(F)F